C1(CC1)OC1CC(C1)NC(=O)C=1N=NC(=CC1)OCC=1C(=NOC1C)C=1C=NC(=CC1)C N-(3-cyclopropoxy-cyclobutyl)-6-((5-methyl-3-(6-methylpyridin-3-yl)isoOxazol-4-yl)methoxy)pyridazine-3-carboxamide